COC(=O)C=1N(C=CC1C)C1=NC=C(C=C1)Cl (5-Chloropyridin-2-yl)-3-methyl-1H-pyrrole-2-carboxylic acid methyl ester